CC(C(C1=C(C=CC=C1)C)SC1=NC2=CC=CC=C2C=C1)(C)O 2-methyl-1-(quinolin-2-ylsulfanyl)-1-(o-tolyl)propan-2-ol